6-(3-amino-2-fluorophenyl)-8-benzyl-2-(furan-2-ylmethyl)imidazo[1,2-a]pyrazine-3(7H)-one NC=1C(=C(C=CC1)C=1NC(=C2N(C1)C(C(=N2)CC=2OC=CC2)=O)CC2=CC=CC=C2)F